7-isopropoxy-2-(1-methyl-2-oxabicyclo[2.2.2]octan-4-yl)-N-(6-methylpyrazolo[1,5-a]pyrimidin-3-yl)imidazo[1,2-a]pyridine-6-carboxamide C(C)(C)OC1=CC=2N(C=C1C(=O)NC=1C=NN3C1N=CC(=C3)C)C=C(N2)C23COC(CC2)(CC3)C